C(#N)C=1C=CC(=NC1)COC=1C=C(C=CC1F)NC1CCN(CC1)CC1=NC2=C(N1C[C@H]1OCC1)C=C(C=C2)C(=O)O (S)-2-((4-((3-((5-cyanopyridin-2-yl)methoxy)-4-fluorophenyl)amino)piperidin-1-yl)methyl)-1-(oxetan-2-ylmethyl)-1H-benzo[d]imidazole-6-carboxylic acid